6-chloro-4-hydroxy-1-methyl-1,5-naphthyridin-2-one ClC=1N=C2C(=CC(N(C2=CC1)C)=O)O